(S)-quinuclidin-3-yl (7-bromo-1-methyl-1,2,3,4-tetrahydroquinolin-4-yl)carbamate BrC1=CC=C2C(CCN(C2=C1)C)NC(O[C@@H]1CN2CCC1CC2)=O